(R/S)-4-(((R)-1-(3-(1,1-difluoro-2-hydroxy-2-methylpropyl)-2-fluorophenyl)ethyl)amino)-8-hydroxy-2,6,8-trimethyl-6H-pyrrolo[2,3-g]quinazolin-7(8H)-one FC(C(C)(C)O)(F)C=1C(=C(C=CC1)[C@@H](C)NC1=NC(=NC2=CC3=C(C=C12)N(C([C@]3(C)O)=O)C)C)F |&1:28|